C1(CC1)COC=1C=C(C=CC1F)C(C(C)C)CC(C)(S(=O)N)C (1-(3-(cyclopropylmethoxy)-4-fluorophenyl)-2-methylpropyl)-2-methylpropane-2-sulfinamide